C(#N)C=1C=C(SC1)CNC(=O)[C@H]1NCC2(OCCO2)C1 (8S)-N-[(4-cyano-2-thienyl)methyl]-1,4-dioxa-7-azaspiro[4.4]nonane-8-carboxamide